tert-butyl diazabicyclo[3.2.1]octane-8-carboxylate N12NCCC(CC1)C2C(=O)OC(C)(C)C